FC1=C(C=C(C=C1)S(=O)(=O)C1=CC(=C(C=C1)F)S(=O)(=O)O)S(=O)(=O)O.[Na].[Na] disodium bis(4-fluoro-3-sulfophenyl) sulfone